FC1=CC=C(OCC=2N=C3N(C=C(C=N3)C3=CC(=NC=C3)OC)C2)C=C1 2-[(4-fluorophenoxy)methyl]-6-(2-methoxy-4-pyridinyl)imidazo[1,2-a]pyrimidine